FC(C1=CC=C(C=C1)C=1N=C2N(C=CC(=C2)C2=CC=C(C=C2)O)C1)(F)F 4-(2-(4-(Trifluoromethyl)phenyl)imidazo[1,2-a]pyridin-7-yl)phenol